1-(3-bromo-5-chlorophenyl)-3-(3-bromo-2-hydroxymethylphenyl)urea BrC=1C=C(C=C(C1)Cl)NC(=O)NC1=C(C(=CC=C1)Br)CO